3-(1-(dimethylamino)-1-oxopropan-2-yl)-4-methoxy-1H-indole-1-carboxylic acid tert-butyl ester C(C)(C)(C)OC(=O)N1C=C(C2=C(C=CC=C12)OC)C(C(=O)N(C)C)C